(4-(3-hydroxyoxetan-3-yl)phenyl)(4-((6-(trifluoromethyl)pyridin-3-yl)methyl)piperidin-1-yl)methanone OC1(COC1)C1=CC=C(C=C1)C(=O)N1CCC(CC1)CC=1C=NC(=CC1)C(F)(F)F